C(C)(C)(C)OC(=O)NC1=C(C2=C(S1)C(=CC=C2C2=CC=C1C(=NC(=NC1=C2F)F)N2CC1CCC(C2)N1C(=O)OC(C)(C)C)F)C#N tert-butyl 3-(7-(2-((tert-butoxy carbonyl)amino)-3-cyano-7-fluorobenzo[b]thiophen-4-yl)-2,8-difluoroquinazolin-4-yl)-3,8-diazabicyclo[3.2.1]octane-8-carboxylate